(-)-3-((2-((1-hydroxy-2-(3-(trifluoromethyl)phenyl)propan-2-yl)amino)-1H-benzo[d]imidazol-4-yl)methyl)-1-methoxy-1-methylurea OCC(C)(C1=CC(=CC=C1)C(F)(F)F)NC1=NC2=C(N1)C=CC=C2CNC(N(C)OC)=O